1-pyrenylsulfonamide C1(=CC=C2C=CC3=CC=CC4=CC=C1C2=C34)S(=O)(=O)N